C(C)(C)(C)OC(=O)N1CCN(CC1)CCN(C)C(=O)OCC1=CC=CC=C1 4-(2-(((benzyloxy)carbonyl)(methyl)amino)ethyl)piperazine-1-carboxylic acid tert-butyl ester